ON(\C(\CC(=O)C1=CC(=CC=C1)[N+](=O)[O-])=N/[H])C=1C=C2C=NN(C2=CC1)C1OCCCC1 (Z)-N-hydroxy-3-(3-nitrophenyl)-3-oxo-N-(1-(tetrahydro-2H-pyran-2-yl)-1H-indazol-5-yl)propanimidamide